methyl 5-((trans-1,3-dimethylpiperidin-4-yl) amino)-6-(4-fluorophenylmethyl)-3-methylpyrazine-2-carboxylate CN1C[C@H]([C@@H](CC1)NC=1N=C(C(=NC1CC1=CC=C(C=C1)F)C(=O)OC)C)C